C(C)C=1C=CC(=NC1)NC(=O)C=1C(=CC(=C(C1)NC(=O)C1=CN=C(S1)C)C)F N-[5-[(5-ethylpyridin-2-yl)carbamoyl]-4-fluoro-2-methylphenyl]-2-methyl-1,3-thiazole-5-carboxamide